ClC=1C=NN(C1)C (E)-4-chloro-1-methyl-1H-pyrazole